ClC1=C(C(=O)OC)C=CC(=C1)NC methyl 2-chloro-4-(methylamino)benzoate